CS(=O)(=O)OCC1=NC=CC=C1Br (3-bromopyridin-2-yl)methyl methanesulfonate